C1(=CC=CC=C1)C=1CCCCN1 6-phenyl-2,3,4,5-tetrahydropyridine